Cl.N1C=NC=C1CN1CCC(CC1)CN1N=CC=C(C1=O)C1=CC=CC=C1 2-{[1-(1H-imidazol-5-ylmethyl)piperidin-4-yl]methyl}-4-phenyl-2,3-dihydropyridazin-3-one, hydrochloride